C1(=CC=CC2=CC=CC=C12)C1=C(C(=O)N)C=CC=C1 (naphthalene-1-yl)benzamide